hafnium tetra(2-ethylhexanoate) C(C)C(C(=O)[O-])CCCC.C(C)C(C(=O)[O-])CCCC.C(C)C(C(=O)[O-])CCCC.C(C)C(C(=O)[O-])CCCC.[Hf+4]